2-[3-[4-(Cyclopropylcarbamoyl)-3-(difluoromethoxy)-5-methoxy-phenyl]imidazo[1,2-a]pyridin-7-yl]-2,2-difluoro-acetic acid methyl ester COC(C(F)(F)C1=CC=2N(C=C1)C(=CN2)C2=CC(=C(C(=C2)OC)C(NC2CC2)=O)OC(F)F)=O